N=1C=NN2C1C=CC(=C2)C(C)N2C[C@@H](N(C[C@H]2CC)C=2C=1C(N(C(C2)=O)C)=CN(N1)CC#N)CC 2-(7-((2S,5R)-4-(1-([1,2,4]triazolo[1,5-a]pyridin-6-yl)ethyl)-2,5-diethylpiperazin-1-yl)-4-methyl-5-oxo-4,5-dihydro-2H-pyrazolo[4,3-b]pyridin-2-yl)acetonitrile